CCOPOCCCOCCCCCCCCC=CCCCCCCCC 3,5,9-Trioxa-4-Phosphaheptacos-18-En